6-methyl-7-(5-methyl-1H-indazol-4-yl)-2-(((S)-1-methylpyrrolidin-2-yl)methoxy)-4-(piperazin-1-yl)-5,6,7,8-tetrahydroquinazoline CC1CC=2C(=NC(=NC2CC1C1=C2C=NNC2=CC=C1C)OC[C@H]1N(CCC1)C)N1CCNCC1